C(C)[N+](C)(C)CCO ethyl-(2-hydroxyethyl)-dimethylazanium